C(C)N1N=C2C(NC(C=C2)=O)=C1 2-ethyl-2H-pyrazolo[4,3-b]Pyridin-5(4H)-one